OC1(CN(C1)C1=C(C=C(C=C1)C1=NNC(OC1)=O)C(F)(F)F)C 5-[4-(3-Hydroxy-3-methylazetidin-1-yl)-3-(trifluoromethyl)phenyl]-3,6-dihydro-2H-1,3,4-oxadiazin-2-one